tert-Butyl (1R,5S)-3-((S or R)-6-chloro-8-fluoro-7-(3-hydroxynaphthalen-1-yl)-2-(3-morpholinopropoxy) quinazolin-4-yl)-3,8-diazabicyclo[3.2.1]octane-8-carboxylate ClC=1C=C2C(=NC(=NC2=C(C1C1=CC(=CC2=CC=CC=C12)O)F)OCCCN1CCOCC1)N1C[C@H]2CC[C@@H](C1)N2C(=O)OC(C)(C)C